bromo-dithianon BrC1=CC=C2C(=C1)C(=O)C1=C(C2=O)SC(=C(S1)C#N)C#N